C(C)OC([C@@H](C)OC(C1=C(C=CC=C1)[N+](=O)[O-])=O)=O |r| 2-nitrobenzoic acid (+-)-2-ethoxy-1-methyl-2-oxoethyl ester